[4-(4-piperidinyl)butyl]Carbamic acid tert-butyl ester C(C)(C)(C)OC(NCCCCC1CCNCC1)=O